6-bromo-3-chloro-quinoline BrC=1C=C2C=C(C=NC2=CC1)Cl